(R)-3-Cyclopropyl-N-(1-(2-fluoro-3-(trifluoromethyl)phenyl)ethyl)-5'-(1-methyl-1H-1,2,3-triazol-5-yl)-2-oxo-2H-[1,3'-bipyridine]-5-carboxamide C1(CC1)C=1C(N(C=C(C1)C(=O)N[C@H](C)C1=C(C(=CC=C1)C(F)(F)F)F)C=1C=NC=C(C1)C1=CN=NN1C)=O